C(=O)C=1C(=C2C=C(N(C2=CC1)CC1OCCC(NC1)=O)C#N)C 5-formyl-4-methyl-1-[(5-oxo-1,4-oxazepan-2-yl)methyl]-1H-indole-2-carbonitrile